1-[6-[5-fluoro-6-(pyridazin-3-ylamino)benzimidazol-1-yl]-3-[(2S,4S)-4-fluorotetrahydrofuran-2-yl]-2-pyridyl]-5-methyl-pyrazole-3-carbonitrile FC1=CC2=C(N(C=N2)C2=CC=C(C(=N2)N2N=C(C=C2C)C#N)[C@H]2OC[C@H](C2)F)C=C1NC=1N=NC=CC1